BrC1=CC=C(C=C1)NC(=O)C1N2C=CC=C2C(CC1)=O N-(4-bromophenyl)-8-oxo-6,7-dihydro-5H-indolizine-5-carboxamide